FC=1C=C(C(=O)N2[C@@H]3CN([C@H](C2)C3)C(=O)OC(C)(C)C)C=CC1B1OC(C(O1)(C)C)(C)C (1S,4S)-tert-butyl 5-(3-fluoro-4-(4,4,5,5-tetramethyl-1,3,2-dioxaborolan-2-yl)benzoyl)-2,5-diazabicyclo[2.2.1]heptane-2-carboxylate